CS=C([O-])C dimethylthiocarboxylate